FC=1C(=NC=C(C1N)[N+](=O)[O-])C1(CC1)C 3-fluoro-2-(1-methylcyclopropyl)-5-nitro-pyridin-4-amine